1-(4-fluoro-2,5-dimethyl-phenyl)-3-[(1S)-1-(2-pyrimidin-2-yl-1,2,4-triazol-3-yl)ethyl]urea FC1=CC(=C(C=C1C)NC(=O)N[C@@H](C)C=1N(N=CN1)C1=NC=CC=N1)C